O[C@H]1CCC2C3[C@@H](C(C4=C(C(C(C[C@@H]4C3[C@H](C[C@]12C)C)([2H])[2H])=O)[2H])([2H])[2H])C (7R,10R,11S,13S,17S)-17-hydroxy-7,11,13-trimethyl-1,2,6,7,8,9,10,11,12,13,14,15,16,17-tetradecahydro-3H-cyclopenta[a]phenanthren-3-one-2,2,4,6,6-d5